Cl.N[C@@H](CCCNC(N)=N)C(=O)O L-Arginine Hydrochloride